FC=1C=C(C(=C(C1)C1=CC(=C(C=C1)N1C(N(C=C1)C)=O)SC)O)C=1C=NC(=C(C1)N1CCN(CC1)C(C)C)SC 1-(5'-fluoro-2'-hydroxy-3'-(5-(4-isopropylpiperazin-1-yl)-6-(methylthio)pyridin-3-yl)-3-(methylthio)-[1,1'-biphenyl]-4-yl)-3-methyl-1H-imidazol-2(3H)-one